ClC=1C=C(C=CC1C1=C(C=CC=C1)C1=NC(=NC(=N1)C1=CC=CC=C1)C1=CC=CC=C1)C1=CC=C(C=C1)C#N 3'-chloro-2''-(4,6-diphenyl-1,3,5-triazin-2-yl)-[1,1':4',1''-terphenyl]-4-carbonitrile